sodium cyanopropanesulfonate C(#N)OS(=O)(=O)CCC.[Na]